C1(CCC1)CNCC=1NC2=CC(=CC=C2C1)CC1=NC(=NO1)C1=C2C=NNC2=CC=C1 N-(cyclobutylmethyl)-1-[6-[[3-(1H-indazol-4-yl)-1,2,4-oxadiazol-5-yl]methyl]-1H-indol-2-yl]methanamine